Dimethyl-octadecyl-triethyl-silyl-propyl-ammonium bromide [Br-].CC(CC(CC)(CC)CC)([NH+]([SiH3])CCCCCCCCCCCCCCCCCC)C